N-(2,3-dihydro-1H-inden-2-yl)-4-(3-ethyl-4-methyl-5-oxo-4,5-dihydro-1H-1,2,4-triazol-1-yl)-5-fluoro-2-[(2S)-pent-2-yloxy]benzamide C1C(CC2=CC=CC=C12)NC(C1=C(C=C(C(=C1)F)N1N=C(N(C1=O)C)CC)O[C@@H](C)CCC)=O